FC1=C(C=CC(=C1F)OC)C1=CN=C2N1C=CN=C2NC2=CC(=C(C(=O)NCCOCC(=O)N1C[C@H](NCC1)CO)C=C2)CC 4-[[3-(2,3-difluoro-4-methoxy-phenyl)imidazo[1,2-a]pyrazin-8-yl]amino]-2-ethyl-N-[2-[2-[(3S)-3-(hydroxymethyl)piperazin-1-yl]-2-oxo-ethoxy]ethyl]benzamide